butyl ((4-aminophenyl)(isopropyl)(oxo)-λ6-sulfaneylidene)carbamate NC1=CC=C(C=C1)S(=O)(C(C)C)=NC(OCCCC)=O